C1(CC1)C1=NN2C(C(=CC=C2)COC2=CC=CC(=N2)C2CCN(CC2)CC2=NC3=C(N2C[C@H]2OCC2)C=C(C=C3)C(=O)[O-])=C1 (S)-2-((4-(6-((2-Cyclopropylpyrazolo[1,5-a]pyridin-4-yl)methoxy)pyridin-2-yl)piperidine-1-yl)methyl)-1-((oxetan-2-yl)methyl)-1H-benzo[d]imidazole-6-carboxylate